C(C1=CC=CC=C1)OC(=O)N[C@H]1[C@@H](CN(CC1)C(=O)OC(C)(C)C)F tert-butyl (3R,4R)-4-(((benzyloxy) carbonyl) amino)-3-fluoropiperidine-1-carboxylate